l-3-methyl-4-(2-methyl-1,2,3-triazol-4-yl)-7-(4,4,5,5-tetramethyl-1,3,2-dioxaborolan-2-yl)-1-{[2-(trimethylsilyl)ethoxy]methyl}indazole CC1=NN(C2=C(C=CC(=C12)C1=NN(N=C1)C)B1OC(C(O1)(C)C)(C)C)COCC[Si](C)(C)C